N-(2,6-dibromo-4-(heptafluoropropane-2-yl)phenyl)-2-fluoro-3-(methylamino)benzamide BrC1=C(C(=CC(=C1)C(C(F)(F)F)(C(F)(F)F)F)Br)NC(C1=C(C(=CC=C1)NC)F)=O